8-chloro-4-(dimethylamino)-1,7-naphthyridine-3-carboxylic acid ethyl ester C(C)OC(=O)C=1C=NC2=C(N=CC=C2C1N(C)C)Cl